N-(3-aminophenyl)-2-methoxyacetamide COCC(=O)NC1=CC=CC(=C1)N